COC(COCCOCCO)O methoxy-triethyleneglycol